C(C)N1C2=NC(=NC(=C2N=C1)N[C@@H]1CN(CC1)S(=O)(=O)NC)N[C@H](C)[C@@H](C(F)(F)F)O |o1:23,25| (S)-3-((9-ethyl-2-(((2R*,3S*)-4,4,4-trifluoro-3-hydroxybutan-2-yl)amino)-9H-purin-6-yl)amino)-N-methylpyrrolidine-1-sulfonamide